6-[3-[3-hydroxy-1-(4-methyl-1,2,4-triazol-3-yl)cyclobutyl]phenyl]-2-[[(3S)-3-methyl-1-piperidinyl]methyl]-4-(trifluoromethyl)-1H-pyrrolo[2,3-c]pyridin-7-one OC1CC(C1)(C1=NN=CN1C)C=1C=C(C=CC1)N1C(C2=C(C(=C1)C(F)(F)F)C=C(N2)CN2C[C@H](CCC2)C)=O